1-(m-trifluoromethylphenyl)-4,5-diiodo-1,2,3-triazole FC(C=1C=C(C=CC1)N1N=NC(=C1I)I)(F)F